3-(fluoromethyl)azetidin FCC1CNC1